C1=CC=CC=2C3=CC=CC=C3C(C12)COC(=O)N[C@@H](CC1=C(C=CC=C1F)F)C(=O)O N-{[(9H-fluoren-9-yl)methoxy]carbonyl}-2,6-difluoro-L-phenylalanine